bistrifluoromethanesulfonimide ammonium [NH4+].[N-](S(=O)(=O)C(F)(F)F)S(=O)(=O)C(F)(F)F